2-aminopropylmethacrylamide hydrochloride Cl.NC(CC=C(C(=O)N)C)C